(S)-((R)-1-(3-(4-tert-butoxy-4-oxobutanamido)phenyl)-4-morpholinobutyl)1-(4-(acryloyloxy)-3,3-dimethyl-2-oxobutanoyl)piperidine-2-carboxylate C(C)(C)(C)OC(CCC(=O)NC=1C=C(C=CC1)[C@@H](CCCN1CCOCC1)OC(=O)[C@H]1N(CCCC1)C(C(C(COC(C=C)=O)(C)C)=O)=O)=O